3-(5-isopropyl-2,6-dioxo-1,2,3,6-tetrahydropyrimidine-4-carbonyl)-5-methylbenzonitrile C(C)(C)C1=C(NC(NC1=O)=O)C(=O)C=1C=C(C#N)C=C(C1)C